1-(2,6-dichlorobenzyl)-4-nitro-1H-pyrazole ClC1=C(CN2N=CC(=C2)[N+](=O)[O-])C(=CC=C1)Cl